1-(3,4-dimethoxybenzyl)-5-(2-((3-oxo-3-(pyrrolidin-1-yl)propyl)sulfonyl)-6-(trifluoromethyl)pyrimidin-4-yl)pyridin-2(1H)-one COC=1C=C(CN2C(C=CC(=C2)C2=NC(=NC(=C2)C(F)(F)F)S(=O)(=O)CCC(N2CCCC2)=O)=O)C=CC1OC